2,6-dichloro-nicotinamide ClC1=C(C(=O)N)C=CC(=N1)Cl